C(C(C(C(C(C(C([2H])([2H])[2H])([2H])[2H])([2H])[2H])([2H])[2H])([2H])[2H])([2H])[2H])(O)([2H])[2H] 1-heptanol-d15